CC(=O)NC1=CC=C(C=C1)CCN N-(4-(2-aminoethyl)phenyl)acetamide